N,N'-[ethylenebis(oxyethylene)]bismaleimide C(COCCN1C(C=CC1=O)=O)OCCN1C(C=CC1=O)=O